COC(=O)C1[N@](C1)C(=O)OCC1=CC=CC=C1 (S)-aziridine-1,2-dicarboxylic acid 1-benzyl ester 2-methyl ester